N-[5-[3-[(4-hydroxyphenyl)sulfamoyl]-4-methoxy-phenyl]-4-methyl-thiazol-2-yl]cyclopentanecarboxamide OC1=CC=C(C=C1)NS(=O)(=O)C=1C=C(C=CC1OC)C1=C(N=C(S1)NC(=O)C1CCCC1)C